N-but-3-yn-1-yl-N2,N6-dipent-4-ynoyl-L-lysinamide C(CC#C)NC([C@@H](NC(CCC#C)=O)CCCCNC(CCC#C)=O)=O